C(C)(=O)O.P(OCC)(O)=O ethyl phosphonate acetate